O=C1NC(CCC1C1=C(C=CC2=C1C=C(O2)C#CCNC(OC(C)(C)C)=O)F)=O tert-butyl (3-(4-(2,6-dioxopiperidin-3-yl)-5-fluorobenzofuran-2-yl)prop-2-yn-1-yl)carbamate